OCC=1N(C2=C(C=C(C=C2C1)C)S(=O)(=O)N(CC(=O)OCC)C)S(=O)(=O)C1=CC=C(C)C=C1 ethyl N-((2-(hydroxymethyl)-5-methyl-1-tosyl-1H-indol-7-yl)sulfonyl)-N-methylglycinate